FC(S(=O)(=O)C1=CC=C(C=C1)COC1CNC1)(F)F 3-[[4-(trifluoromethylsulfonyl)phenyl]methoxy]azetidine